CN1N=C(C=C1)C=1C(=CC(=NC1)NC(C)=O)NC1=NC(=CC(=C1)C(F)(F)F)S(=O)(=O)C N-(5-(1-methyl-1H-pyrazol-3-yl)-4-((6-(methylsulfonyl)-4-(trifluoromethyl)pyridin-2-yl)amino)pyridin-2-yl)acetamide